CN1C(N(C2=C1C(=CC=C2)C#CCC2CCNCC2)C2C(NC(CC2)=O)=O)=O 3-(3-methyl-2-oxo-4-(3-(piperidin-4-yl)prop-1-yn-1-yl)-2,3-dihydro-1H-benzo[d]imidazol-1-yl)piperidine-2,6-dione